OCCNCCCCCNC(C1=CC=C(C=C1)OCCCCCCCC)=O N-(5-((2-hydroxyethyl)amino)pentyl)-4-(octyloxy)benzamide